OC1=CC=C(C=C1)NC(=O)C1CCC1 N-(4-hydroxyphenyl)cyclobutanecarboxamide